CC(C(C(=O)OCC)N1[SiH2]CCC1)C 2,2-dimethyl-1-(2-ethoxycarbonyl)ethyl-1-aza-2-silacyclopentane